C(C)(C)(C)OC(=O)N1C(C2=CC=CC(=C2C1NC=1C=CC=2N(CCCCC2N1)C)C=1C=NN2C1C=CC(=C2)C)=O (5-methyl-6,7,8,9-tetrahydro-5H-pyrido[3,2-b]azepin-2-yl)amino-4-(6-methylpyrazolo[1,5-a]pyridin-3-yl)-1-oxoisoindoline-2-carboxylic acid tert-butyl ester